2-(3-iodopyridin-4-yl)-1H,5H,6H,7H-pyrrolo[3,2-c]pyridin-4-one IC=1C=NC=CC1C1=CC=2C(NCCC2N1)=O